2-((1-((aminomethyl)cyclopropenyl)methoxy)-7-(8-ethyl-7-fluoro-3-hydroxynaphthalen-1-yl)-8-fluoro-5-(propynyl)pyrido[4,3-d]pyrimidin-4-yl)-3-methylpiperidin-3-ol NCC1=C(C1)COC=1N=C(C2=C(N1)C(=C(N=C2C#CC)C2=CC(=CC1=CC=C(C(=C21)CC)F)O)F)C2NCCCC2(O)C